2-AMINONAPHTHALENE-8-CARBOXALDEHYDE NC1=CC2=C(C=CC=C2C=C1)C=O